OCC#CC=1SC=C(N1)C(=O)OCC ethyl 2-(3-hydroxyprop-1-yn-1-yl)thiazole-4-carboxylate